C(C)OC(CCC(=O)C1=NC(=CC=C1O)CC1=C(C=CC=C1)CC1=CC=CC=C1)=O 4-[6-(2-Benzyl-benzyl)-3-hydroxy-pyridin-2-yl]-4-oxo-butyric acid ethyl ester